methyl (4R,5S)-2-((R)-3-methyl-1-((S)-3-phenyl-2-(pyrazine-2-carboxamido)propanamido) butyl)-5-(methylamino)-6-oxo-1,3,2-dioxaborinane-4-carboxylate CC(C[C@H](NC([C@H](CC1=CC=CC=C1)NC(=O)C1=NC=CN=C1)=O)B1OC([C@H]([C@@H](O1)C(=O)OC)NC)=O)C